4-(4-((6-hydroxy-3-oxobenzofuran-2(3H)-ylidene)methyl)-2-methoxyphenoxy)-3-(trifluoromethyl)benzonitrile OC1=CC2=C(C(C(O2)=CC2=CC(=C(OC3=C(C=C(C#N)C=C3)C(F)(F)F)C=C2)OC)=O)C=C1